FC1=C(C(=CC(=C1)OC)F)C1=C(C(N(N1C)C1=NC=CC(=C1)OC)=O)NC(C1=CC=C(C=C1)OC(F)F)=O N-[5-(2,6-difluoro-4-methoxyphenyl)-2-(4-methoxypyridin-2-yl)-1-methyl-3-oxo-2,3-dihydro-1H-pyrazol-4-yl]-4-(difluoromethoxy)benzamide